CC1=CC=C(N=N1)NC1=CC2=C(N(C=N2)C2=CC=C(C(=N2)C2=NN(N=C2C)CC(F)(F)F)C(C)O)C=C1 1-[6-[5-[(6-methylpyridazin-3-yl)amino]benzimidazol-1-yl]-2-[5-methyl-2-(2,2,2-trifluoroethyl)triazol-4-yl]-3-pyridyl]ethanol